(Z)-N'-hydroxy-1-methyl-4-(3-(trifluoromethyl)phenoxy)-1H-pyrazole-5-carboximidamide O\N=C(/N)\C1=C(C=NN1C)OC1=CC(=CC=C1)C(F)(F)F